6-chloro-1,2,3,4-tetrahydroquinoxaline ClC=1C=C2NCCNC2=CC1